2-[(2R,5S)-2-(3-Fluorophenyl)-5-methyl-1-piperidyl]-N-(5-methyl-3-pyridyl)-2-oxo-acetamide FC=1C=C(C=CC1)[C@@H]1N(C[C@H](CC1)C)C(C(=O)NC=1C=NC=C(C1)C)=O